FC1=CC(=C(OC2=C(C(=O)NC3=CC(=CC=C3)S(=O)(=N)C)C(=C(C=N2)C(F)(F)F)C)C=C1)C 2-(4-fluoro-2-methylphenoxy)-4-methyl-N-(3-(S-methylsulfonimidoyl)phenyl)-5-(trifluoromethyl)nicotinamide